(E)-4-(4-(4-(2-(benzo[c][1,2,5]oxadiazol-5-yl)vinyl)benzoylamino)-1H-pyrrole-2-carboxamido)-1-methyl-N-(2-morpholinoethyl)-1H-pyrrole-2-carboxamide N=1ON=C2C1C=CC(=C2)/C=C/C2=CC=C(C(=O)NC=1C=C(NC1)C(=O)NC=1C=C(N(C1)C)C(=O)NCCN1CCOCC1)C=C2